2-(1-(4-amino-3-(3-methoxyphenyl)-1H-pyrazolo[3,4-d]pyrimidin-1-yl)ethyl)-3-cyclopropylquinazolin-4(3H)-one NC1=C2C(=NC=N1)N(N=C2C2=CC(=CC=C2)OC)C(C)C2=NC1=CC=CC=C1C(N2C2CC2)=O